COC1=CC(=NC=C1C#N)N1N=CC(=N1)CN1C[C@@H](N[C@@H](C1)C=1C(=C2COC(C2=CC1)=O)C)C 4-methoxy-6-(4-(((3S,5R)-3-methyl-5-(4-methyl-1-oxo-1,3-dihydroisobenzofuran-5-yl)piperazin-1-yl)methyl)-2H-1,2,3-triazol-2-yl)nicotinonitrile